C(C)(=O)S[C@H]1C[C@@H](N(C1)C(=O)OC(C)(C)C)C(=O)OC 1-(tert-butyl) 2-methyl (2R,4S)-4-(acetylthio)pyrrolidine-1,2-dicarboxylate